1-(3-(tert-butylsulfanyl)-2-chlorophenyl)pyrrolidin-2-one phenyl-(S)-6-diazo-2-((R)-2-methoxypropanamido)-5-oxohexanoate C1(=CC=CC=C1)OC([C@H](CCC(C=[N+]=[N-])=O)NC([C@@H](C)OC)=O)=O.C(C)(C)(C)SC=1C(=C(C=CC1)N1C(CCC1)=O)Cl